FC1(CCN(CC1)C(=O)C1=CC2=CC=C(C(=C2C=C1)B1OC(C(O1)(C)C)(C)C)C)F (4,4-difluoropiperidin-1-yl)(6-methyl-5-(4,4,5,5-tetramethyl-1,3,2-dioxaborolan-2-yl)naphthalen-2-yl)methanone